aluminum silicate sodium potassium salt [K+].[Na+].[Si]([O-])([O-])([O-])[O-].[Al+3]